N(N=C1SC2=C(N1CC)C=CC(=C2)S(=O)(=O)[O-])=C2SC1=C(N2CC)C=CC(=C1)S(=O)(=O)[O-] 2,2'-azino-di-[3-ethylbenzthiazoline-6-sulphonate]